9-Azido-6,6-dimethyl-3-pentyl-6a,7,8,10a-tetrahydrobenzo[c]chromen-1-ol N(=[N+]=[N-])C1=CC2C(C(OC=3C=C(C=C(C23)O)CCCCC)(C)C)CC1